octahydro-4,7-methano-1H-indencarboxaldehyde C1(CCC2C3CCC(C12)C3)C=O